propylene Glycol dilaurate C(CCCCCCCCCCC)(=O)OCC(C)OC(CCCCCCCCCCC)=O